C(C)N1N=C(C2=C1C(NCC1(CCOCC1)C2)=O)C[C@H](COC(C2=CC=C(C=C2)C(N)=O)=O)C 4-Carbamoyl-benzoic acid [(2R)-3-(1-ethyl-8-oxo-spiro[6,7-dihydro-4H-pyrazolo[3,4-c]azepin-5,4'-tetrahydropyran]-3-yl)-2-methyl-propyl] ester